3-butenyl 3-pentynate C(CC#CC)(=O)OCCC=C